C1(=CC=CC=C1)P(OC(C1=C(C=C(C=C1C)C)C)=O)(OCC)=O L-2,4,6-trimethylbenzoyl ethyl phenylphosphonate